1-(1-Methyl-3-(piperidin-4-yl)-1H-indol-7-yl)dihydropyrimidine-2,4(1H,3H)-dione CN1C=C(C2=CC=CC(=C12)N1C(NC(CC1)=O)=O)C1CCNCC1